C(#N)[C@H](CC1=CC=C(C=C1)C=1C=CC2=C(N(C(O2)=O)C)C1)NC(=O)[C@H]1OC[C@@H](CN(C1)C(=O)[O-])O |o1:27| (2S,6R*)-2-{[(1S)-1-cyano-2-[4-(3-methyl-2-oxo-2,3-dihydro-1,3-benzoxazol-5-yl)phenyl]ethyl]carbamoyl}-6-hydroxy-1,4-oxazepane-4-carboxylate